N-(4-phenylpiperidin-4-yl)-4-(trifluoromethoxy)benzene-sulfonamide C1(=CC=CC=C1)C1(CCNCC1)NS(=O)(=O)C1=CC=C(C=C1)OC(F)(F)F